ClC1=C(C=C(C=C1)NC(=O)N1C2CC(CC1C2)C(F)(F)F)[C@@H]2C[C@H](C2)O cis-N-(4-chloro-3-(trans-3-hydroxycyclobutyl)phenyl)-3-(trifluoromethyl)-6-azabicyclo[3.1.1]heptane-6-carboxamide